silyl ether [SiH3]O[SiH3]